N=1NC=C2C1CC(C2)C(=O)OCC Ethyl 2H,4H,5H,6H-cyclopenta[c]pyrazole-5-carboxylate